FC(C=1C=C(C=CC1)N1CCN(CC1)S(=O)(=O)C1=CC=C(C=C1)NC(C1=C(C=CC=C1)N(S(=O)(=O)C)C)=O)F N-(4-((4-(3-(difluoromethyl)phenyl)piperazin-1-yl)sulfonyl)phenyl)-2-(N-methylmethylsulfonamido)benzamide